zinc (hydrogen) oxide O.[Zn]